C(C)(C)(C)OC(=O)NC/C(/COC=1C=C2CC(C(NC2=CC1)=O)C(=O)OC)=C/F methyl 6-[(Z)-2-[(tert-butoxycarbonylamino) methyl]-3-fluoro-allyloxy]-2-oxo-3,4-dihydro-1H-quinoline-3-carboxylate